COC(=O)C1=CSC=2N=C(C(N(C21)C2=CC1=C(OCCN1C1=CC=CC=C1)C=C2)=O)N.FC=2C(=C(C=CC2)C=O)N2N=CC=N2 (3-fluoro-2-(2H-1,2,3-triazol-2-yl)phenyl)methanone Methyl-3-amino-2-oxo-1-(4-phenyl-3,4-dihydro-2H-benzo[b][1,4]oxazin-6-yl)-1,2-dihydrothieno[2,3-b]pyrazine-7-carboxylate